Br[Mg]C1=C(C=C(C=C1)Cl)OC bromo(4-chloro-2-methoxyphenyl)magnesium